N-(2-(2,6-dioxopiperidin-3-yl)-1-oxoisoindolin-5-yl)spiro[indoline-2,3'-oxetane]-1-carboxamide O=C1NC(CCC1N1C(C2=CC=C(C=C2C1)NC(=O)N1C2=CC=CC=C2CC12COC2)=O)=O